C(=O)(OCC1C2=CC=CC=C2C2=CC=CC=C12)N[C@@H]([C@@H](C)C(CO)O)C(=O)O Fmoc-4,5-dihydroxyisoleucine